4-[2-(cyclopropoxy)ethyl-[4-(5,6,7,8-tetrahydro-1,8-naphthyridin-2-yl)butyl]amino]-2-[(4,4-difluoro-3,3-dimethyl-butanoyl)amino]butanoic acid C1(CC1)OCCN(CCC(C(=O)O)NC(CC(C(F)F)(C)C)=O)CCCCC1=NC=2NCCCC2C=C1